OC(CCCCCCCCCCC(=O)O)CCC(CC=CCCCCC)O 12,15-dihydroxy-tricos-17-enoic acid